Methyl 2-[acetyl(2-trifluoromethylbenzyl)amino]-6-hydroxy-1-benzothiophene-3-carboxylate C(C)(=O)N(C=1SC2=C(C1C(=O)OC)C=CC(=C2)O)CC2=C(C=CC=C2)C(F)(F)F